C(/C)=C/1\CC2(CCCN2C1)CO (Z)-(2-ethylidenetetrahydro-1H-pyrrolizin-7a(5H)-yl)methanol